8-cyclopentyl-2-((6-(2-(dimethylamino)ethyl)-5,6,7,8-tetrahydro-1,6-naphthyridin-2-yl)amino)-7-oxo-7,8-dihydropyrido[2,3-d]pyrimidine-6-carbonitrile C1(CCCC1)N1C(C(=CC2=C1N=C(N=C2)NC2=NC=1CCN(CC1C=C2)CCN(C)C)C#N)=O